COC=1N=NC2=CC(=CC=C2C1)C1=NC(=CC=C1C=1C=NN(C1)CCCC(=C(F)F)F)C 3-Methoxy-7-{6-methyl-3-[1-(4,5,5-trifluoropent-4-en-1-yl)-1H-pyrazol-4-yl]pyridin-2-yl}cinnolin